C(C)(=O)N(C([C@@H](N)CCC(=O)O)=O)C(C)=O Glutamic acid-N,N-diacetyl amide